N-{2-fluoro-4-methyl-5-[2-(1-methylpyrazol-4-yl)-6-(morpholin-4-yl)pyridin-4-yl]phenyl}-3-(2,2,2-trifluoroethyl)-2,5-dihydropyrrole-1-carboxamide FC1=C(C=C(C(=C1)C)C1=CC(=NC(=C1)N1CCOCC1)C=1C=NN(C1)C)NC(=O)N1CC(=CC1)CC(F)(F)F